COC(CC=1C(OC(OC1C)(C)C)=O)=O.CC1=C(C=C(C(=C1C)C)C)[SH2+] (2,3,4,5-tetramethyl-phenyl)sulfonium Methyl-(2,2,6-trimethyl-4-oxo-2H-1,3-dioxin-5-yl)acetate